7-(2-hydroxyethoxy)-1-methyl-2-oxo-4-(6-((1-(trifluoromethyl)cyclopropyl)ethynyl)-2,3-dihydrobenzo[e][1,4]oxazepin-1(5H)-yl)-1,2-dihydroquinazoline-6-carbonitrile OCCOC1=C(C=C2C(=NC(N(C2=C1)C)=O)N1CCOCC2=C1C=CC=C2C#CC2(CC2)C(F)(F)F)C#N